NC=1C(N(N=C(C1N1CCCCC1)C1=C(C=CC=C1)C)C1=CC(=CC=C1)OC)=O 4-amino-2-(3-methoxyphenyl)-5-(piperidin-1-yl)-6-(o-tolyl)pyridazin-3(2H)-one